FC(C1=NN(C=C1NC(=O)C=1C=NN2C1N=C(C=C2)N2CCOCC2)C2CCC(CC2)C(NC2CCN(CC2)C=2C=C1CN(C(C1=CC2)=O)C2C(NC(CC2)=O)=O)=O)F N-[3-(difluoromethyl)-1-[4-[[1-[2-(2,6-dioxo-3-piperidyl)-1-oxo-isoindolin-5-yl]-4-piperidyl]carbamoyl]cyclohexyl]pyrazol-4-yl]-5-morpholino-pyrazolo[1,5-a]pyrimidine-3-carboxamide